C(C1=CC=CC=C1)NC1=NC(=NN2C1=CC=C2)N2C(=CC1=C(C=CC=C21)CNC(C)=O)C N-((1-(4-(benzylamino)pyrrolo[2,1-f][1,2,4]triazin-2-yl)-2-methyl-1H-indol-4-yl)methyl)acetamide